(1s,4s)-ethyl 4-(tosyloxy)cyclohexanecarboxylate S(=O)(=O)(C1=CC=C(C)C=C1)OC1CCC(CC1)C(=O)OCC